propyl (3,3-difluoropropyl) sulfate S(=O)(=O)(OCCC)OCCC(F)F